COC1=C(C=C(OC1=O)C(=O)OC)N(CC1=CC=C(C=C1)OC)CCOC methyl 5-methoxy-4-[(2-methoxyethyl) [(4-methoxy phenyl) methyl] amino]-6-oxopyran-2-carboxylate